2,4-dihydroxy-1,4-benzoxazine-3-one OC1OC2=C(N(C1=O)O)C=CC=C2